1-amino-4-(2-fluoro-3-methoxyphenyl)-3-(1-methyl-1H-pyrazol-3-yl)-1H-pyrrole-2-carboxylic acid ethyl ester C(C)OC(=O)C=1N(C=C(C1C1=NN(C=C1)C)C1=C(C(=CC=C1)OC)F)N